pentaerythritol bis(nonylphenylphosphite) C(CCCCCCCC)P(O)(O)(C1=CC=CC=C1)OCC(COP(O)(O)(C1=CC=CC=C1)CCCCCCCCC)(CO)CO